tert-butyl 4-[7-({8-fluoro-2-methylimidazo[1,2-a]pyridin-6-yl} carbamoyl)-2-[2-(methanesulfonyloxy)propyl]indazol-4-yl]piperazine-1-carboxylate FC=1C=2N(C=C(C1)NC(=O)C1=CC=C(C3=CN(N=C13)CC(C)OS(=O)(=O)C)N1CCN(CC1)C(=O)OC(C)(C)C)C=C(N2)C